3-Phenyl-8-methyl-2-methylthio-4-oxo-3,4-dihydroquinazoline C1(=CC=CC=C1)N1C(=NC2=C(C=CC=C2C1=O)C)SC